(S)-N-Methyl-N-(5-methyl-2-((4aS,5aR)-5a-methyl-1,4,4a,5,5a,6-hexahydrocyclopropa[f]indazol-3-yl)-3H-imidazo[4,5-b]pyridin-6-yl)-2-morpholinopropanamide CN(C([C@H](C)N1CCOCC1)=O)C=1C=C2C(=NC1C)NC(=N2)C2=NNC=1C[C@@]3([C@H](CC21)C3)C